(9H-fluoren-9-yl)methyl ((R)-1-((2S,4R)-2-((3-fluoro-4-(4-methylthiazol-5-yl)benzyl)carbamoyl)-4-hydroxypyrrolidin-1-yl)-3-methyl-1-oxo-3-(tritylthio)butan-2-yl)carbamate FC=1C=C(CNC(=O)[C@H]2N(C[C@@H](C2)O)C([C@H](C(C)(SC(C2=CC=CC=C2)(C2=CC=CC=C2)C2=CC=CC=C2)C)NC(OCC2C3=CC=CC=C3C=3C=CC=CC23)=O)=O)C=CC1C1=C(N=CS1)C